ClC1=CC(=C2C(C(=CN(C2=N1)C1=NC(=NS1)C)C(=O)O)=O)C 7-chloro-5-methyl-1-(3-methyl-1,2,4-thiadiazol-5-yl)-4-oxo-1,4-dihydro-1,8-naphthyridine-3-carboxylic acid